4,4'-dimethoxydiphenylmethane COC1=CC=C(C=C1)CC2=CC=C(C=C2)OC